COC1=CC=C(C=C1)C=1C(=NNC1C)C1=C(C=C(C=C1)O)O 4-[4-(4-methoxyphenyl)-5-methyl-1H-pyrazol-3-yl]benzene-1,3-diol